FC=1C=C2C(=CC=NC2=CC1)C1CCC(CC1)[C@@H](C)NC(=N)SC methyl (R)-1-((1s,4S)-4-(6-fluoroquinolin-4-yl)cyclohexyl)ethylcarbamimidothioate